N-(3-(3,5-dimethoxyphenyl)-7-(pentylamino)-1,8-naphthyridin-2-yl)cyclohexanecarboxamide COC=1C=C(C=C(C1)OC)C=1C(=NC2=NC(=CC=C2C1)NCCCCC)NC(=O)C1CCCCC1